FC1=C(C=CC(=C1)S(=O)(=O)C(C)(C)C1=C(C(=CC(=C1F)F)F)F)SC1=NC(=C(C(=N1)N1CCN(CC1)C(C)=O)OC)NC1=NNC(=C1)C 1-(4-(2-((2-fluoro-4-((2-(2,3,5,6-tetrafluorophenyl)propan-2-yl)sulfonyl)phenyl)thio)-5-methoxy-6-((5-methyl-1H-pyrazol-3-yl)amino)pyrimidin-4-yl)piperazin-1-yl)ethan-1-one